[N+](=O)([O-])C1=C(C=CC=C1)C1=NN=NN1C1OCCCC1 (2-nitrophenyl)-1-(tetrahydro-2H-pyran-2-yl)-1H-tetrazole